(9H-carbazole-9-yl)phenylboronic acid C1=CC=CC=2C3=CC=CC=C3N(C12)C1=C(C=CC=C1)B(O)O